FC1=CC=C(C=C1)NC(C1=NC=C(C=C1)C(CCCCC)=O)=O N-(4-fluorophenyl)-5-hexanoylpicolinamide